C(C)C1=C(C=CC(=C1)OC1=NC=NC2=CC(=CC=C12)OC)N1C(N(CC1=O)C=1C=C(C#N)C=CC1)=O 3-(3-{ethyl-4-[(7-methoxy-4-quinazolinyl)oxy]phenyl}-2,4-dioxo-1-imidazolidinyl)benzonitrile